C1=CC=CC=2BC3=C(C21)C=CC=C3 Dibenzoborol